bis-(hydroxy)UREA ONC(NO)=O